2-((4-(2-(4-chloro-2-fluorophenyl)-4-fluoro-2H-chromene-8-yl)piperidin-1-yl)methyl)-3-((1-(cyanomethyl)cyclopropyl)methyl)-3H-imidazo[4,5-b]pyridine-5-carboxylic acid ClC1=CC(=C(C=C1)C1OC2=C(C=CC=C2C(=C1)F)C1CCN(CC1)CC1=NC=2C(=NC(=CC2)C(=O)O)N1CC1(CC1)CC#N)F